2-(methoxymethyl)-5-methyl-7-(4-(trifluoromethyl)phenyl)-4,7-dihydropyrazolo[1,5-a]pyrimidine-6-carboxamide COCC1=NN2C(NC(=C(C2C2=CC=C(C=C2)C(F)(F)F)C(=O)N)C)=C1